[Na].P(=O)([O-])([O-])[O-].[Fe+3].[Na] sodium ferric phosphate sodium